3-[6-[4-[(2,2-dimethylpiperazin-1-yl)methyl]-1-piperidinyl]pyrimidin-4-yl]-5-(1-methylcyclopropoxy)-1H-indazole CC1(N(CCNC1)CC1CCN(CC1)C1=CC(=NC=N1)C1=NNC2=CC=C(C=C12)OC1(CC1)C)C